FC(C1=CC(OC2=C3CCCN4C3=C(C=C21)CCC4)=S)(F)F 9-(trifluoromethyl)-2,3,6,7-tetrahydro-1H,5H,11H-pyrano[2,3-F]pyrido[3,2,1-ij]quinoline-11-thione